C(C)(C)(C)O[C@H](C(=O)N(C)OC)C=1C(=C2C(=NC1C)N(C(=C2C)C)CC=2C=NN(C2)C)C2=CC=C(C=C2)Cl (S)-2-(tert-butoxy)-2-(4-(4-chlorophenyl)-2,3,6-trimethyl-1-((1-methyl-1H-pyrazole-4-yl)methyl)-1H-pyrrolo[2,3-b]pyridin-5-yl)-N-methoxy-N-methylacetamide